6-(Phenylsulfinylamino)imidazo[1,2-a]pyridine-2-carboxylic acid C1(=CC=CC=C1)S(=O)NC=1C=CC=2N(C1)C=C(N2)C(=O)O